C(C1=CC=C(C(=O)O)C=C1)(=O)O.C(CCCCCCCCCCCCCCCCC)N.C(CCCCCCCCCCCCCCCCC)N bis(n-octadecylamine) terephthalate salt